racemic-azetidine N1CCC1